3-(5-Ethyl-1,3-thiazol-2-yl)-5-hydroxybenzoic acid methyl ester COC(C1=CC(=CC(=C1)O)C=1SC(=CN1)CC)=O